C(C)(C)(C)OC(=O)NCCCN1CCN(CC1)CCCN(C/C=C/C(=O)O)C (E)-4-[3-[4-[3-(tert-butoxycarbonylamino)propyl]piperazin-1-yl]-propyl-methyl-amino]but-2-enoic acid